COC1=C(C=CC(=C1)N1N=CC=N1)C=1N=C2N(C=CC(=N2)C=2CC(NC(C2)(C)C)(C)C)C1 2-(2-Methoxy-4-(2H-1,2,3-triazol-2-yl)phenyl)-7-(2,2,6,6-tetramethyl-1,2,3,6-tetrahydropyridin-4-yl)imidazo[1,2-a]pyrimidine